FC1([C@](C[C@]2(CN(C(O2)=O)C2=NC=C(N=C2)C(C)(C)O)CC1)(C)CN1C=NC2=C1C=C(C=C2)C#N)F (((5S,7S)-8,8-difluoro-3-(5-(2-hydroxy-prop-2-yl)pyrazin-2-yl)-7-methyl-2-oxo-1-oxa-3-azaspiro[4.5]decan-7-yl)methyl)-1H-benzo[d]imidazole-6-carbonitrile